4-(4-nitrophenyl)-1,4-diazabicyclo[3.2.1]octane [N+](=O)([O-])C1=CC=C(C=C1)N1CCN2CCC1C2